C[C@@]1(OC[C@@H](O1)C)CC(=O)OCC Trans-Ethyl 2,4-Dimethyl-1,3-Dioxolane-2-Acetate